(S)-4-chloro-7,7-dimethyl-10-(1-(5-methylhept-6-yn-1-yl)piperidin-4-yl)indolo[1,2-a]quinazolin-5(7H)-one ClC=1C=2C(N=C3N(C2C=CC1)C1=CC(=CC=C1C3(C)C)C3CCN(CC3)CCCC[C@@H](C#C)C)=O